N,N-bis(1-methylheptyl)acetamide CC(CCCCCC)N(C(C)=O)C(CCCCCC)C